C(C1=CC=CC=C1)OC(=O)NC1CC2(C1)C[C@H]1CC[C@@H](C2)N1C=1SC2=C(N1)C(=CC(=C2)C(=O)OC)F methyl 2-{(1R,5S)-3'-(((benzyloxy) carbonyl) amino)-8-azaspiro[bicyclo[3.2.1]octane-3,1'-cyclobutane]-8-yl}-4-fluorobenzo[d]thiazole-6-carboxylate